7-(1H-pyrazol-1-yl)quinolin-2-amine N1(N=CC=C1)C1=CC=C2C=CC(=NC2=C1)N